5-(6-(benzyloxy)hexyloxy)-4-chloropyridazin-3(2H)-one C(C1=CC=CC=C1)OCCCCCCOC1=C(C(NN=C1)=O)Cl